ClC1=CC=CC2=C1NC(=N2)C(=O)N2[C@@H](C1=C(CC2)SC=N1)C |r| Racemic-(7-chloro-1H-benzo[d]imidazol-2-yl)(4-methyl-6,7-dihydrothiazolo[4,5-c]pyridin-5(4H)-yl)methanone